C(C)(C)(C)OC(=O)N1CCN(CC1)C1=C(C(=NC2=C(C=CC=C12)O)C1=C2CCN(CC2=CC=C1)C)C#N 4-(3-Cyano-8-hydroxy-2-(2-methyl-1,2,3,4-tetrahydroisoquinolin-5-yl)quinolin-4-yl)piperazine-1-carboxylic acid tert-butyl ester